oxo-benzene-1,2-dicarboxylic acid dimethyl ester COC(=O)C=1C(C(C=CC1)=O)C(=O)OC